O1CCOC12CC(C(C2)C(=O)OC)C(=O)OC dimethyl 1,4-dioxaspiro[4.4]nonane-7,8-dicarboxylate